methyl 6-bromoimidazo[1,5-a]pyrazine-1-carboxylate BrC=1N=CC=2N(C1)C=NC2C(=O)OC